4-((6-(1-Isopropyl-1H-pyrazol-4-yl)pyridin-2-yl)((4-(4-methoxy-3-methylphenyl)bicyclo[2.2.2]octan-1-yl)methyl)carbamoyl)cyclohexyl trans-3-hydroxy-azetidine-1-carboxylate OC1CN(C1)C(=O)OC1CCC(CC1)C(N(CC12CCC(CC1)(CC2)C2=CC(=C(C=C2)OC)C)C2=NC(=CC=C2)C=2C=NN(C2)C(C)C)=O